FC1([C@H](CNC[C@H]1C)C)F (3s,5r)-4,4-difluoro-3,5-dimethyl-piperidine